C(C)(C)(C)OC(NC1=NC=C(C=C1C)NC(C(=O)N1[C@H](C[C@H](CC1)C#N)C1=CC=CC=C1)=O)=O.OC1=C(C=CC(=C1)OC)C(\C=C\C1=C(C=CC=C1)OC)=O (E)-1-(2-hydroxy-4-methoxyphenyl)-3-(o-methoxyphenyl)prop-2-en-1-one Tert-butyl-N-[5-[[2-[(2R,4S)-4-cyano-2-phenyl-1-piperidyl]-2-oxo-acetyl]amino]-3-methyl-2-pyridyl]carbamate